tert-butyl 2-(5-(2-((3r,5r)-3,5-dimethylmorpholine-4-carbonyl)-4-fluorophenoxy) pyrimidin-4-yl)-2,7-diazaspiro[3.5]nonane-7-carboxylate C[C@H]1N([C@@H](COC1)C)C(=O)C1=C(OC=2C(=NC=NC2)N2CC3(C2)CCN(CC3)C(=O)OC(C)(C)C)C=CC(=C1)F